8-(4-(difluoromethoxy)phenyl)-2-ethoxy-6-(1-methyl-1H-benzo[d][1,2,3]triazol-6-yl)-1,6-naphthyridin-7(6H)-one FC(OC1=CC=C(C=C1)C=1C(N(C=C2C=CC(=NC12)OCC)C=1C=CC2=C(N(N=N2)C)C1)=O)F